5-(trifluoromethyl)pyridine-3-carboxamide methyl-5-amino-2,3-dihydrobenzofuran-6-carboxylate COC(=O)C1=CC2=C(CCO2)C=C1N.FC(C=1C=C(C=NC1)C(=O)N)(F)F